COC=1C=C(C=NC1OCC=1C=NC(=CC1)OC)NC1=C(C=2N=C(C=NC2C=C1)N1CCOCC1)C#N 6-((5-methoxy-6-((6-methoxypyridin-3-yl)methoxy)pyridin-3-yl)amino)-3-morpholinoquinoxaline-5-carbonitrile